2-(2-((6-bromo-1H-indazol-1-yl)methyl)phenyl)acetic acid BrC1=CC=C2C=NN(C2=C1)CC1=C(C=CC=C1)CC(=O)O